(2E)-3-[bis(propan-2-yl)carbamoyl]prop-2-enoic acid CC(C)N(C(=O)/C=C/C(=O)O)C(C)C